6-[[6-(trifluoromethyl)-3-pyridyl]methyl]-2-azaspiro[3.3]heptan FC(C1=CC=C(C=N1)CC1CC2(CNC2)C1)(F)F